N1(C=NC=C1)CC1=C(C=C(C=C1)[C@@H]1[C@H](C1)C(=O)O)F (1S,2S)-2-(4-((1H-Imidazol-1-yl)methyl)-3-fluorophenyl)cyclopropane-1-carboxylic acid